[OH-].[Na+].[Cu+2].[OH-].[OH-] copper sodium hydroxide